ClC1=C(C=C(C=C1N1[C@H](CN(CC1)C[C@H](CF)O)C)C#N)NC1=NC=2N(C(=N1)NC1CC1)N=CC2C#N 2-({2-chloro-5-cyano-3-[(2S)-4-[(2R)-3-fluoro-2-hydroxypropyl]-2-methylpiperazin-1-yl]phenyl}amino)-4-(cyclopropylamino)pyrazolo[1,5-a][1,3,5]triazine-8-carbonitrile